NC(C)C1=C(C=C(C=C1)N)C 1-α-Aminoethyl-4-amino-methylbenzol